C1(=C(C(=CC(=C1)C)C)C(=O)[O-])C mesitate